C(#N)\C(=C/C1=C(N(C(=C1)C)C=1NC(=CC1C(=O)OCC)C)C)\C1=NC2=C(C=NC(=C2)OC)N1 (E)-ethyl 3-(2-cyano-2-(6-methoxy-3H-imidazo[4,5-c]pyridin-2-yl)ethenyl)-2,5,5'-Trimethyl-1'H-[1,2'-bipyrrole]-3'-carboxylate